[K].C1CCC2=C(C=3CCCC3C=C12)NC(=O)NS(=O)(=O)C1CN(CC1)C1CN(C1)C(C)C N-((1,2,3,5,6,7-Hexahydro-s-indacen-4-yl)carbamoyl)-1-(1-isopropylazetidin-3-yl)pyrrolidine-3-sulfonamide, Potassium Salt